3,4-dichloro-N-(5-phenylisoxazol-3-yl)benzenesulfonamide ClC=1C=C(C=CC1Cl)S(=O)(=O)NC1=NOC(=C1)C1=CC=CC=C1